CC1(N(CCC1)CCNC(=O)C=1C=C(C(=NC1)C)NC(=O)C=1C=NN2C1SC(=C2)C=2C(=NN(C2)C)OC)C N-(5-((2-(2,2-dimethylpyrrolidin-1-yl)ethyl)carbamoyl)-2-methylpyridin-3-yl)-2-(3-methoxy-1-methyl-1H-pyrazol-4-yl)pyrazolo[5,1-b]thiazole-7-carboxamide